N1N=CN=C1[C@@H]1CN(CC1)C(=O)N1CC2(C1)CCC(CC2)OCC2(CC2)C(F)(F)F [(3S)-3-(1H-1,2,4-Triazol-5-yl)pyrrolidin-1-yl]-[7-[[1-(trifluoromethyl)cyclopropyl]methoxy]-2-azaspiro[3.5]nonan-2-yl]methanone